CC1(CC(CC(C1)(NC(=O)OC1=CC=CC=C1)C)CNC([O-])=O)C (3,3,5-trimethyl-5-((phenoxycarbonyl)amino)cyclohexyl)methylcarbamate